BrC1=C(C=CC=C1)NC=1N=C(N=NC1C1=CC=CC=C1)N N*5*-(2-bromophenyl)-6-phenyl-[1,2,4]triazine-3,5-diamine